(1S,3R)-2-(3-((tert-butyldiphenylsilyl)oxy)-2,2-difluoropropyl)-1-(3-fluoro-5-((1-(3-fluoropropyl)azetidin-3-yl)oxy)thiophen-2-yl)-3-methyl-2,3,4,9-tetrahydro-1H-pyrido[3,4-b]indole [Si](C1=CC=CC=C1)(C1=CC=CC=C1)(C(C)(C)C)OCC(CN1[C@@H](C=2NC3=CC=CC=C3C2C[C@H]1C)C=1SC(=CC1F)OC1CN(C1)CCCF)(F)F